2,7-dibromo-10-methyl-acridone BrC1=CC=2C(C3=CC(=CC=C3N(C2C=C1)C)Br)=O